4-(dibenzoylmethoxy)benzoic acid C(C1=CC=CC=C1)(=O)C(OC1=CC=C(C(=O)O)C=C1)C(C1=CC=CC=C1)=O